C(C)N1C2=C(C(C(C1=O)NC(C1=CC(=CC=C1)C(F)(F)F)=O)C1=[SiH]C=C(C=C1)F)C(=NN2C2=CC=CC=C2)C(=O)NC 7-ethyl-4-(5-fluorosilin-2-yl)-N-methyl-6-oxo-1-phenyl-5-(3-(trifluoromethyl)benzamido)-4,5,6,7-tetrahydro-1H-pyrazolo[3,4-b]pyridine-3-carboxamide